ClC1=C(C=NC(=C1)N1N=NC=C1)COC1=C(C=CC(=N1)C1=CC(=C(CC2=NC3=C(N2[C@@H]2COCC2(C)C)C=C(C=C3)C(=O)O)C=C1)F)F (S)-2-(4-(6-((4-chloro-6-(1H-1,2,3-triazol-1-yl)pyridin-3-yl)methoxy)-5-fluoropyridin-2-yl)-2-fluorobenzyl)-1-(4,4-dimethyltetrahydrofuran-3-yl)-1H-benzo[d]imidazole-6-carboxylic acid